(S)-3-((S)-sec-butyl)-4-(1-methyl-6-oxo-1,6-dihydropyridine-3-carbonyl)-1,3,4,5-tetrahydro-2H-benzo[e][1,4]diazepin-2-one [C@H](C)(CC)[C@@H]1N(CC2=C(NC1=O)C=CC=C2)C(=O)C2=CN(C(C=C2)=O)C